NCCOCCOCCOCCOCCC(=O)NC1=C(C=CC=C1)C(NC=1SC(=C(N1)C)[N+](=O)[O-])=O 1-amino-N-(2-((4-methyl-5-nitrothiazol-2-yl)carbamoyl)phenyl)-3,6,9,12-tetraoxapentadecan-15-amide